FC1([C@H]2CC(C[C@@H]12)CN)F ((1R,3s,5S)-6,6-difluorobicyclo[3.1.0]hexane-3-yl)methylamine